(1r,3r)-3-(2-methyl-4-(((R)-1-(2-methyl-3-(trifluoromethyl)phenyl)ethyl) amino)-1,7-dioxo-1,7-dihydropyrido[3,4-d]pyridazin-6(2H)-yl)cyclobutyl acetate C(C)(=O)OC1CC(C1)N1C=C2C(=NN(C(C2=CC1=O)=O)C)N[C@H](C)C1=C(C(=CC=C1)C(F)(F)F)C